C(C)NCCNCC (diethyl)Ethylenediamine